NCCOCCOCCOCCCC=1C=C2CN(CC2=CC1)C1C(NC(CC1)=O)=O 5-(3-(2-(2-(2-Aminoethoxy)ethoxy)ethoxy)propyl)-2-(2,6-dioxopiperidin-3-yl)isoindoline